CS(=O)(=O)CC1OS(OC1F)(=O)=O 4-methylsulfonylmethyl-5-fluoro-2,2-dioxo-1,3,2-dioxathiolane